6-(N-ethyl-S-methyl-sulfonimidoyl)pyridine-3-carboxylic acid C(C)N=S(=O)(C)C1=CC=C(C=N1)C(=O)O